N-(5-Cyclopropyl-1-methyl-1H-pyrazol-3-yl)-2-(3,3-difluorocyclopentyl)-2-(4-(2-methyl-2H-tetrazol-5-yl)phenyl)acetamide C1(CC1)C1=CC(=NN1C)NC(C(C1=CC=C(C=C1)C=1N=NN(N1)C)C1CC(CC1)(F)F)=O